CN1N=CC(=C1)N1CC=CC=C1 1-(1-methyl-1H-pyrazol-4-yl)pyridin